2-(1-((2-aminothiazol-5-yl)methyl)piperidin-4-ylidene)-N-(4-chlorophenyl)acetamide tert-butyl(2-amino-5-(4-((3-methoxypropyl)(methyl)amino)piperidin-1-yl)phenyl)carbamate C(C)(C)(C)N(C(O)=O)C1=C(C=CC(=C1)N1CCC(CC1)N(C)CCCOC)N.NC=1SC(=CN1)CN1CCC(CC1)=CC(=O)NC1=CC=C(C=C1)Cl